3-(3,4-dimethoxyphenyl)-5-(1'-isobutyl-[1,4'-bipiperidin]-4-yl)-1,2-dimethyl-1H-pyrrolo[2,3-c]pyridine COC=1C=C(C=CC1OC)C1=C(N(C2=CN=C(C=C21)C2CCN(CC2)C2CCN(CC2)CC(C)C)C)C